(6-Hydroxy-9-(N-phenylsulfamoyl)-[1,2,4]triazolo[5,1-a]isoquinoline-5-carbonyl)glycine OC1=C(N2C(C3=CC(=CC=C13)S(NC1=CC=CC=C1)(=O)=O)=NC=N2)C(=O)NCC(=O)O